BrC1=C(C=NN1C1OCCCC1)C#N 5-bromo-1-(oxan-2-yl)-1H-pyrazole-4-carbonitrile